(2-morpholinopyridin-3-yl)boronic acid O1CCN(CC1)C1=NC=CC=C1B(O)O